C(=O)(O)[C@H](CC=1N(C=NC1)CC1=CC(=CC(=C1)Cl)Cl)N[C@H](C(=O)O)CC(C)C (S,S)-2-{1-carboxy-2-[3-(3,5-dichlorobenzyl)-3H-imidazol-4-yl]-ethylamino}-4-methylpentanoic acid